CC1(CC1)C#CC1=C2CCC=NC2=CN=C1 5-((1-methylcyclopropyl)ethynyl)-3,4-dihydro-1,7-naphthyridine